COC(C1CCN(CC1)C1=CC=C(C(=O)O)C=C1)OC 4-(4-(dimethoxymethyl)piperidin-1-yl)benzoic acid